5-(bromomethyl)-4-iodo-1,3-dimethyl-pyrazole BrCC1=C(C(=NN1C)C)I